N-(4-((10H-benzo[b]pyrido[2,3-e][1,4]oxazin-4-yl)oxy)-3-fluorophenyl)-1-(4-fluorophenyl)-2,5-dioxo-1,2,5,6,7,8-hexahydroquinoline-3-carboxamide N1=CC=C(C2=C1NC1=C(O2)C=CC=C1)OC1=C(C=C(C=C1)NC(=O)C=1C(N(C=2CCCC(C2C1)=O)C1=CC=C(C=C1)F)=O)F